ClC1=CC=C2C=CN(C2=C1C#N)COCC[Si](C)(C)C 6-chloro-1-(2-trimethylsilylethoxymethyl)indole-7-carbonitrile